S-allyl-mercapto-cysteine C(C=C)SC[C@H](NS)C(=O)O